lithium tris(trifluoromethylsulfonyl)methylsulfide FC(S(=O)(=O)C(S(=O)(=O)C(F)(F)F)(S(=O)(=O)C(F)(F)F)SC(S(=O)(=O)C(F)(F)F)(S(=O)(=O)C(F)(F)F)S(=O)(=O)C(F)(F)F)(F)F.[Li]